NC1=NC=2C=C(C(=CC2C2=C1COC2)C(=O)N2[C@@H](COC[C@@H]2C=2C=NC(=CC2)C(F)(F)F)C)F (4-amino-7-fluoro-1,3-dihydrofuro[3,4-c]quinolin-8-yl)((3R,5S)-3-methyl-5-(6-(trifluoromethyl)-3-pyridinyl)-4-morpholinyl)methanone